5-{2-amino-[1,2,4]triazolo[1,5-a]pyridin-7-yl}-N-{[2-(cyclopentylmethoxy)-3,5-difluorophenyl]methyl}-2-methoxy-6-methylpyridine-3-carboxamide NC1=NN2C(C=C(C=C2)C=2C=C(C(=NC2C)OC)C(=O)NCC2=C(C(=CC(=C2)F)F)OCC2CCCC2)=N1